3-fluoro-5-(5-hydroxypentyl)isonicotinic acid tert-butyl ester C(C)(C)(C)OC(C1=C(C=NC=C1CCCCCO)F)=O